C(C\C=C/CCCCC)(C(=O)O)C(=O)O cis-3-nonene-1,1-dicarboxylic acid